C(C)(C)(C)OC(=O)N[C@@H](C(=O)O)CC1=CN(C2=CC=CC=C12)C (R)-2-((tert-butoxycarbonyl)amino)-3-(1-methyl-1H-indol-3-yl)propionic acid